2-{8-[(2,5-difluoro-4-methylphenyl)methyl]-[1,2,4]triazolo[1,5-a]pyrazin-6-yl}-6-(ethoxymethyl)-5-fluoropyrimidin-4-ol FC1=C(C=C(C(=C1)C)F)CC=1C=2N(C=C(N1)C1=NC(=C(C(=N1)O)F)COCC)N=CN2